5-Methyl-N4-(3-[N-(1-methylethyl)sulfamoyl]phenyl)-N2-[4-(4-methylpiperazin-1-yl)phenyl]pyrimidine-2,4-diamine CC=1C(=NC(=NC1)NC1=CC=C(C=C1)N1CCN(CC1)C)NC1=CC(=CC=C1)S(NC(C)C)(=O)=O